4-Bromo-1-ethyl-5-methylindoline-2,3-dione BrC1=C2C(C(N(C2=CC=C1C)CC)=O)=O